N-(4-Bromo-2-methoxy-phenyl)-5-methyl-3-phenyl-isoxazole-4-carboxamide BrC1=CC(=C(C=C1)NC(=O)C=1C(=NOC1C)C1=CC=CC=C1)OC